6-(3-amino-6-(4-(4-methylpiperazin-1-yl)phenyl)pyrazin-2-yl)-3,4-dihydroisoquinolin-1(2H)-one NC=1C(=NC(=CN1)C1=CC=C(C=C1)N1CCN(CC1)C)C=1C=C2CCNC(C2=CC1)=O